N-((4'-(Dimethylamino)-[1,1'-biphenyl]-4-yl)methyl)-N-(3-((pyridin-3-ylmethyl)amino)phenyl)cyclohexanecarboxamide CN(C1=CC=C(C=C1)C1=CC=C(C=C1)CN(C(=O)C1CCCCC1)C1=CC(=CC=C1)NCC=1C=NC=CC1)C